NC1=C(C=CC=C1)C1=NN=C(O1)[C@H](CC=C)NC(OC(C)(C)C)=O (S)-tert-Butyl 1-(5-(2-aminophenyl)-1,3,4-oxadiazol-2-yl)but-3-enylcarbamate